The molecule is a benzoate ester obtained by the formal condensation of benzoic acid with benzyl alcohol. It has been isolated from the plant species of the genus Polyalthia. It has a role as a scabicide, an acaricide and a plant metabolite. It is a benzyl ester and a benzoate ester. It derives from a benzoic acid. C1=CC=C(C=C1)COC(=O)C2=CC=CC=C2